The molecule is a hydroxyether that is ethanol substituted by a methoxy group at position 2. It has a role as a protic solvent and a solvent. COCCO